FC(C(=O)O)(F)F.FC=1C=2N(C=C(C1)NC(=O)C1=CC=C(C3=CN(N=C13)C1COCC1)N1CCNCC1)C=C(N2)C N-{8-fluoro-2-methylimidazo[1,2-a]pyridin-6-yl}-2-(oxolan-3-yl)-4-(piperazin-1-yl)indazole-7-carboxamide trifluoroacetic acid salt